FC1=CC(=C2C=C(N(C2=C1)C1=CC=C(C=C1)F)C1CCOCC1)OC 6-fluoro-1-(4-fluorophenyl)-4-methoxy-2-tetrahydropyran-4-yl-indole